CN1C(CCCC1)[C@]1(CNCC1)C 1-methyl-2-[(3R)-3-methylpyrrolidin-3-yl]piperidine